8-Bromo-7-chloro-2-(difluoromethyl)-6-(2,6-difluorophenyl)-4H-benzo[f]imidazo[1,2-a][1,4]diazepine BrC=1C=CC2=C(C(=NCC=3N2C=C(N3)C(F)F)C3=C(C=CC=C3F)F)C1Cl